Dopamine-d4 hydrochloride [2H]C([2H])(C1=CC(=C(C=C1)O)O)C([2H])([2H])N.Cl